C(C=C)[C@H]1[C@H](N(C[C@H]1OS(=O)(=O)CCl)C(=O)OC(C)(C)C)C(=O)OC 1-(tert-butyl) 2-methyl (2S,3S,4S)-3-allyl-4-(((chloromethyl)sulfonyl)oxy)pyrrolidine-1,2-dicarboxylate